3-[6-[1-[1-(4-methoxyphenyl)-1-methyl-ethyl]pyrazol-4-yl]benzofuran-3-yl]piperidine-2,6-dione COC1=CC=C(C=C1)C(C)(C)N1N=CC(=C1)C1=CC2=C(C(=CO2)C2C(NC(CC2)=O)=O)C=C1